C(C1=CC=CC=C1)N1CC2(CNC2)[C@@H](C1)CO (S)-(6-benzyl-2,6-diazaspiro[3.4]octan-8-yl)-methanol